2,6-bis(benzyloxy)-3-(4-iodophenyl)pyridine C(C1=CC=CC=C1)OC1=NC(=CC=C1C1=CC=C(C=C1)I)OCC1=CC=CC=C1